(3Z)-17,17-dioctyloxy-3-heptadecen-1-ol C(CCCCCCC)OC(CCCCCCCCCCCC\C=C/CCO)OCCCCCCCC